ClC=1C(=NC=CN1)NCCC1=CC=C(C=C1)F 3-chloro-N-(4-fluorophenethyl)pyrazin-2-amine